CN(CCCCCC(=O)NCCCCCCCCO)CCCCCC(=O)NCCCCCCCCO 6,6'-(methylazanediyl)bis(N-(8-hydroxyoctyl)hexanamide)